(R)-6-(4-(2-(5-cyclopropyl-3-(2,6-dichlorophenyl)isoxazol-4-yl)ethyl)-3-methylpiperazin-1-yl)-1-methyl-1H-indole-3-carboxylic acid C1(CC1)C1=C(C(=NO1)C1=C(C=CC=C1Cl)Cl)CCN1[C@@H](CN(CC1)C1=CC=C2C(=CN(C2=C1)C)C(=O)O)C